N-(4-(4-amino-1-ethyl-7-(4-(oxetan-3-ylamino)cyclohex-1-en-1-yl)-1H-pyrazolo[4,3-c]pyridin-3-yl)-2-fluorophenyl)-5-chloro-2-fluorobenzenesulfonamide NC1=NC=C(C2=C1C(=NN2CC)C2=CC(=C(C=C2)NS(=O)(=O)C2=C(C=CC(=C2)Cl)F)F)C2=CCC(CC2)NC2COC2